tert-butyl N-[3-[4-(3-oxopropyl) piperazin-1-yl]propyl]carbamate O=CCCN1CCN(CC1)CCCNC(OC(C)(C)C)=O